OC1CCC=2C=CC=C(C2C1)NC(\C=C\C=1C(=NC(=CC1)C(F)(F)F)N1CCCCC1)=O (E)-N-(7-hydroxy-5,6,7,8-tetrahydronaphthalen-1-yl)-3-(2-(piperidin-1-yl)-6-(trifluoromethyl)pyridin-3-yl)acrylamide